2-(2-(2-((5-(2-oxoindolin-6-yl)pyridin-2-yl)amino)ethoxy)ethyl)acetamide O=C1NC2=CC(=CC=C2C1)C=1C=CC(=NC1)NCCOCCCC(=O)N